C1=CC=CC=2C3=CC=CC=C3C(C12)COC(=O)N[C@](C(=O)O)(C(C)C)C (S)-2-((((9H-fluoren-9-yl)methoxy)carbonyl)amino)-2,3-dimethylbutanoic acid